N1=NC=C2N1CCN(C2)CCOC2=CC=1N(C=C2)C(=CN1)C1=CC(=NC=N1)NCC1=CC=C(C=C1)C=1C=NN(C1)C (6-{7-[2-(6,7-dihydro-4H-[1,2,3]triazolo[1,5-a]pyrazin-5-yl)-ethoxy]-imidazo[1,2-a]pyridin-3-yl}-pyrimidin-4-yl)-[4-(1-methyl-1H-pyrazol-4-yl)-benzyl]-amine